1-(3-(difluoromethoxy)phenyl)-N-(3-methyl-1,1-dioxo-thietan-3-yl)-3-(2-methylpyrazol-3-yl)indazole-5-carboxamide FC(OC=1C=C(C=CC1)N1N=C(C2=CC(=CC=C12)C(=O)NC1(CS(C1)(=O)=O)C)C=1N(N=CC1)C)F